ClC1=C(C(=O)OC)C=C(C=C1C=O)F methyl 2-chloro-5-fluoro-3-formyl-benzoate